p-boronophenyl-alanine B(O)(O)C1=CC=C(C=C1)N[C@@H](C)C(=O)O